ClC=1C=C(NC2(CCC3(C(CC4=CC=CC=C34)OCC=C)CC2)C(=O)O)C=CC1 (1s,4s)-4-(3-Chloroanilino)-2'-[(prop-2-en-1-yl)oxy]-2',3'-dihydrospiro[cyclohexane-1,1'-indene]-4-carboxylic acid